C(C1=CC=CC=C1)OC1=C(C(=CC(=C1)Cl)O)C(=O)N1CC2=CC=CC(=C2C1)NC1CN(C1)C (2-(Benzyloxy)-4-chloro-6-hydroxyphenyl)(4-((1-methylazetidin-3-yl)amino)isoindolin-2-yl)methanone